[N+](=O)([O-])C1=C(C=C(C(=O)OC)C=C1)NC[C@H]1COCC1 methyl (S)-4-nitro-3-(((tetrahydrofuran-3-yl)methyl)amino)benzoate